1-bromo-4-(1-fluoroethyl)benzene BrC1=CC=C(C=C1)C(C)F